ClCCCCCCCCCCC(=O)O 11-chloroundecanoic acid